FC=1C(=NC(=NC1)NC1=NC=C(C=C1)C1CCN(CC1)C)C1=CC=2C(N(CC3(C2N1C)CCCC3)C)=O 2'-(5-Fluoro-2-((5-(1-methylpiperidin-4-yl)pyridin-2-yl)amino)pyrimidin-4-yl)-1',5'-dimethyl-5',6'-dihydrospiro[cyclopentane-1,7'-pyrrolo[3,2-c]pyridin]-4'(1'H)-one